5-(2,6-dimethylphenoxy)-1H-pyrazole-3-carboxylic acid methyl ester COC(=O)C1=NNC(=C1)OC1=C(C=CC=C1C)C